[Si](C)(C)(C(C)(C)C)OC=1C=C(C=CC1OC)/C=C/CO (E)-3-(3-((tert-butyldimethylsilyl)oxy)-4-methoxyphenyl)prop-2-en-1-ol